(R)-1-Methyl-5-oxo-N-(6-((5-(trifluoromethyl)pyridin-2-yl)oxy)chroman-8-yl)pyrrolidine-2-carboxamide CN1[C@H](CCC1=O)C(=O)NC=1C=C(C=C2CCCOC12)OC1=NC=C(C=C1)C(F)(F)F